(NE)-2-methyl-N-[1-[3-(4,6,6-trimethyl-5-oxo-1,3,4-oxadiazin-2-yl)pyrazin-2-yl]ethylidene]propane-2-sulfinamide CC(C)(C)S(=O)/N=C(\C)/C1=NC=CN=C1C=1OC(C(N(N1)C)=O)(C)C